2-(4-chloro-3-fluorophenoxy)-N-{(2R)-4-[5-(4-chloro-3-fluorophenyl)-1,3,4-oxadiazol-2-yl]-2-hydroxybicyclo[2.2.2]octane-1-yl}acetamide ClC1=C(C=C(OCC(=O)NC23[C@@H](CC(CC2)(CC3)C=3OC(=NN3)C3=CC(=C(C=C3)Cl)F)O)C=C1)F